1-[2-cyano-4-(trifluoromethyl)phenyl]-4-[6-(2-ethoxyphenyl)pyridin-3-yl]-N-(1-Methylazetidin-3-yl)piperidine-4-carboxamide C(#N)C1=C(C=CC(=C1)C(F)(F)F)N1CCC(CC1)(C(=O)NC1CN(C1)C)C=1C=NC(=CC1)C1=C(C=CC=C1)OCC